FC1(CC2(C1)CN(CC2)CC(=O)NCC2=CC(=NC=C2)OCC(F)(F)F)F 2-(2,2-Difluoro-6-azaspiro[3.4]octan-6-yl)-N-((2-(2,2,2-trifluoroethoxy)pyridin-4-yl)methyl)acetamide